FC1=CC=C(C=C1)[C@@H]1N(CCC2=CC=CC=C12)C(=O)[C@@H]1OC[C@@H]([C@H](C1)NC(OC(C)(C)C)=O)OCC#C tert-butyl ((2R,4S,5R)-2-((S)-1-(4-fluorophenyl)-1,2,3,4-tetrahydroisoquinoline-2-carbonyl)-5-(prop-2-yn-1-yloxy)tetrahydro-2H-pyran-4-yl)carbamate